OC1(CCN(CC1)CC=CC(=O)N)C 4-(4-hydroxy-4-methylpiperidin-1-yl)but-2-enamide